CN(C(/C=C/COC=1C=C2CN(CC2=CC1)C(=O)OC(C)(C)C)=O)C t-Butyl (E)-5-((4-(dimethylamino)-4-oxobut-2-en-1-yl)oxy)isoindoline-2-carboxylate